C(CCC(=O)OCC)(=O)OCC.[Na] sodium di(2-ethyl) succinate